ClC1=NC=C(C(=C1)C1=C(C=NC(=C1)C)C(=O)NC=1SC(=NN1)OC[C@H]1COCC1)OC |r| Racemic-2'-chloro-5'-methoxy-6-methyl-N-(5-((tetrahydrofuran-3-yl)methoxy)-1,3,4-thiadiazol-2-yl)-(4,4'-bipyridine)-3-carboxamide